5,5-dimethylmorpholine-2-carboxylic acid CC1(COC(CN1)C(=O)O)C